C(C)(C)(C)[Si](OCC1=CC=C2C=CC3=CC=CC4=CC=C1C2=C34)C(C)(C)C bis(tert-butyl)-1-pyrenylmethoxysilicon